[Ga+3].C(C)(=O)[O-].C(C)(=O)[O-].C(C)(=O)[O-] triacetate gallium